1-methyl-D-tryptophan 2,3-dihydroxypropyl ester OC(COC([C@H](N)CC1=CN(C2=CC=CC=C12)C)=O)CO